BrC1(C(C1CCCCCC)CC(=O)O)Br 2-(2,2-dibromo-3-hexylcyclopropyl)acetic acid